CN1CCN(CC1)C1=CC(=NC=C1)C1=C2CNCC2=CC=C1 4-(4-(4-methylpiperazin-1-yl)pyridin-2-yl)isoindolin